vaccenic acid methyl ester COC(CCCCCCCCC\C=C\CCCCCC)=O